5-methyl-6-(trifluoromethyl)-1H-indole CC=1C=C2C=CNC2=CC1C(F)(F)F